methyl 2-{[2-hydroxy-3-(trifluoromethyl)quinolin-7-yl]methyl}-3-[(2S)-oxetan-2-ylmethyl]-1,3-benzodiazole-5-carboxylate OC1=NC2=CC(=CC=C2C=C1C(F)(F)F)CC=1N(C2=C(N1)C=CC(=C2)C(=O)OC)C[C@H]2OCC2